FC1=C(C=CC=C1)OC(=O)N1CCC1 2-fluorophenylazetidine-1-carboxylate